N1(CCNC2=CC=CC=C12)C1=CC2=C(N=C(N=C2)NC2=CC=C(C=C2)N2CCN(CC2)C)N(C1=O)C 6-(3,4-dihydro-2H-quinoxalin-1-yl)-8-methyl-2-[4-(4-methylpiperazin-1-yl)anilino]pyrido[2,3-d]pyrimidin-7-one